O1CCCC12CCN(CC2)C2=NC(=NC=C2)C2=CN=C1N2C=C(N=C1)C(=O)N 3-(4-(1-oxa-8-azaspiro[4.5]decan-8-yl)pyrimidin-2-yl)imidazo[1,2-a]pyrazine-6-carboxamide